C(CC=C)N1C(NC2=CC=C(C=C2C1=O)S(=O)(=O)NC1(COC1)C)=O 3-(but-3-en-1-yl)-N-(3-methyloxetan-3-yl)-2,4-dioxo-1H-quinazoline-6-sulfonamide